racemic-cis-4-(3-chlorophenyl)-N,N-dimethyl-1,2,3,4-tetrahydronaphthalen-2-amine ClC=1C=C(C=CC1)[C@@H]1C[C@@H](CC2=CC=CC=C12)N(C)C |r|